FC(C(=O)[O-])(F)F.C1NCC12C[NH2+]CC2 2,6-diazaspiro[3.4]octan-6-ium 2,2,2-trifluoroacetate